bis[3-(N,N-Dimethylamino)propyl]amin CN(C)CCCNCCCN(C)C